CC=1C(=NC(=NC1)NC=1C=NC(=CC1)N1CC(CC1)N1CCOCC1)NC=1C=CC2=C(NC(O2)=O)C1 5-(5-methyl-2-(6-(3-morpholinopyrrolidin-1-yl)pyridin-3-ylamino)pyrimidin-4-ylamino)benzo[d]oxazol-2(3H)-one